N-[5-[2-[5-[(1S)-2-amino-1-hydroxyethyl]pyridin-2-yl]-5-cyanophenoxy]-1-methylpyrazol-3-yl]acetamide NC[C@@H](O)C=1C=CC(=NC1)C1=C(OC2=CC(=NN2C)NC(C)=O)C=C(C=C1)C#N